(S)-3-(1-(difluoromethyl)cyclopropyl)-3-hydroxy-N-((S)-1-(3-(trifluoromethoxy)phenyl)ethyl)propanamide FC(C1(CC1)[C@H](CC(=O)N[C@@H](C)C1=CC(=CC=C1)OC(F)(F)F)O)F